OC1(CC1)CCC1=CC=C2C=CC(=NC2=N1)C1=C(C=C(C=C1C)C)O 2-[7-[2-(1-hydroxycyclopropyl)ethyl]-1,8-naphthyridin-2-yl]-3,5-dimethyl-phenol